CN1N=CC2=CC(=C(C=C12)OC1=CC=C(C=C1)OCC(COC1CCOCC1)C)C(=O)N 1-methyl-6-[4-(2-methyl-3-tetrahydropyran-4-yloxy-propoxy)phenoxy]indazole-5-carboxamide